ClCC(=CC1=CC=CC=C1)C=CC(=O)O chloromethyl-styrene-β-acrylic acid